C1=CC=CC=2C3=CC=CC=C3C(C12)COC(=O)NCN1C(C(C(C1CC(C)(C)C)C1=C(C=CC(=C1)Cl)F)C1=CC(=CC=C1)Cl)C(=O)O (((((9H-fluoren-9-yl)methoxy)carbonyl)amino)methyl)-3-(3-chlorophenyl)-4-(5-chloro-2-fluorophenyl)-5-neopentylpyrrolidine-2-carboxylic acid